6-chloro-4-methyl-2-(6-azaspiro[2.5]octan-6-yl)nicotinic acid ClC1=NC(=C(C(=O)O)C(=C1)C)N1CCC2(CC2)CC1